C(C)(C)(C)OC(NCCOCCOCCOCCNC(CCCCN1C=NC(=C1)CN1C=CC2=CC=C(C=C12)CN)=O)=O (17-(4-((6-(aminomethyl)-1H-indol-1-yl)methyl)-1H-imidazol-1-yl)-13-oxo-3,6,9-trioxa-12-aza-heptadecyl)carbamic acid tert-butyl ester